CCC(CC)NC(=O)C1=NNC(=C1)C=1C=C(C=CC1)C=1OC(=CN1)C(=O)N[C@H](C(=O)OCC1=CC=CC=C1)C (S)-Benzyl 2-(2-(3-(3-(Pentan-3-Ylcarbamoyl)-1H-Pyrazol-5-yl)Phenyl)Oxazole-5-Carboxamido)Propanoate